trans-Methyl 4-[5-(3,4-difluorophenyl)-6-isopropyl-1H-pyrrolo[2,3-f]indazol-7-yl]cyclohexanecarboxylate FC=1C=C(C=CC1F)N1C(=C(C2=C1C=C1C=NNC1=C2)[C@@H]2CC[C@H](CC2)C(=O)OC)C(C)C